Semicarbazid HCl Cl.NNC(=O)N